6-methyl-6,7-dihydro-5H-pyrrolo[1,2-a]imidazole CC1CC=2N(C=CN2)C1